(S)-tert-Butyl 2-amino-3-phenylpropanoate HCl Cl.N[C@H](C(=O)OC(C)(C)C)CC1=CC=CC=C1